8-benzyl-6-(2,4-dimethoxypyrimidin-5-yl)imidazo[1,2-b]pyridazine C(C1=CC=CC=C1)C=1C=2N(N=C(C1)C=1C(=NC(=NC1)OC)OC)C=CN2